Ethyl 2-amino-3-(3,3-difluorocyclobutyl)-2-methylpropanoate NC(C(=O)OCC)(CC1CC(C1)(F)F)C